N-(3-chloro-5-(methylsulfonamido)phenyl)-3-(pyridin-2-yl)isothiazole-5-carboxamide ClC=1C=C(C=C(C1)NS(=O)(=O)C)NC(=O)C1=CC(=NS1)C1=NC=CC=C1